BrC=1C=C(C=O)C=CC1OCOC 3-bromo-4-(methoxymethoxy)benzaldehyde